N-(3-chloro-2,4-difluorophenyl)-7-((1,3-dimethylpyrrolidin-3-yl)ethynyl)-6-nitroquinazolin-4-amine ClC=1C(=C(C=CC1F)NC1=NC=NC2=CC(=C(C=C12)[N+](=O)[O-])C#CC1(CN(CC1)C)C)F